OC1=C(C(=O)C2=C(C=CC=C2)O)C=CC(=C1)OCCCCCCCCCCCC 2,2'-Dihydroxy-4-dodecyloxy-benzophenon